(R)-9-(2-Hydroxypropyl)adenine O[C@@H](CN1C2=NC=NC(=C2N=C1)N)C